O1[C@@H](CC(=O)C=2C(O)=CC(O)=CC12)C1=CC=C(O)C=C1 (S)-naringenin